C(C)(=O)NC1=CC(=CC(=N1)N1CCN(CC1)C(=O)OC(C)(C)C)C=1C(=C(C=CC1)C1=CC(=C(C=C1)N1C(N(CC1)C)=O)Cl)OC tert-butyl 4-(6-acetamido-4-(3'-chloro-2-methoxy-4'-(3-methyl-2-oxoimidazolidin-1-yl)-[1,1'-biphenyl]-3-yl)pyridin-2-yl)piperazine-1-carboxylate